BrC=1C=CC(=NC1C)C(=O)NC 5-bromo-N,6-dimethylpyridinecarboxamide